3-α-hydroxyisopropylphenyl 3-α-hydroxyisopropylbenzoate OC(C)(C)C=1C=C(C(=O)OC2=CC(=CC=C2)C(C)(C)O)C=CC1